(1s,3s)-3-hydrazinyl-1-methylcyclobutan-1-ol N(N)C1CC(C1)(O)C